4-chloro-3-(fluoromethoxy)-2-[(2E,4E)-5-[(1R,2R,3E,6R)-3-(hydroxyimino)-1,2,6-trimethylcyclohexyl]-3-methylpent-2,4-dien-1-yl]-6-[(1E)-(hydroxyimino)methyl]-5-methylphenol ClC1=C(C(=C(C(=C1C)/C=N/O)O)C\C=C(\C=C\[C@@]1([C@H](/C(/CC[C@H]1C)=N/O)C)C)/C)OCF